Ethyl 2-(6-(benzyloxy)pyridin-2-yl)-4-bromo-5-chloro-6-fluoro-3-hydroxy-3-methyl-2,3-dihydrobenzofuran-2-carboxylate C(C1=CC=CC=C1)OC1=CC=CC(=N1)C1(OC2=C(C1(C)O)C(=C(C(=C2)F)Cl)Br)C(=O)OCC